(((R)-(((2R,3S,4R,5R)-5-(4-aminopyrrolo[2,1-f][1,2,4]triazine-7-yl)-5-cyano-3,4-dihydroxytetrahydrofuran-2-yl)methoxy)(4-tert-butylphenoxy)phosphoryl)oxy)methyl pivalate C(C(C)(C)C)(=O)OCO[P@@](=O)(OC1=CC=C(C=C1)C(C)(C)C)OC[C@H]1O[C@@]([C@@H]([C@@H]1O)O)(C#N)C1=CC=C2C(=NC=NN21)N